C1(CC1)NC(=O)C1=CC2=C(SC=C2C2C(=C(NC(=C2C(C)=O)C)C)C(C)=O)C=C1 N-cyclopropyl-3-(3,5-diacetyl-2,6-dimethyl-1,4-dihydropyridin-4-yl)benzo[b]thiophene-5-carboxamide